N-(8-(3,5-dichlorophenyl)-4-isopropoxyquinolin-3-yl)-1,2,3,4-tetrahydronaphthalene-1-carboxamide ClC=1C=C(C=C(C1)Cl)C=1C=CC=C2C(=C(C=NC12)NC(=O)C1CCCC2=CC=CC=C12)OC(C)C